ClC=1C(=NC=CC1O)O 3-chloro-2,4-dihydroxypyridine